COCCOC1=CC=C(C#N)C=C1 4-(2-Methoxyethoxy)benzonitrile